tert-butyl ((3-(2-(4,4-difluoroazepan-1-yl)-4-methyl-5-(thiazol-2-yl)nicotinamido)phenyl)(methyl)(oxo)-λ6-sulfaneylidene)carbamate FC1(CCN(CCC1)C1=C(C(=O)NC=2C=C(C=CC2)S(=O)(C)=NC(OC(C)(C)C)=O)C(=C(C=N1)C=1SC=CN1)C)F